FC=1C=C(C=CC1F)C=1C=C(C=NC1)OC1=CC(=CC(=N1)C#N)OC1CCN(CC1)C(CO)=O 6-{[5-(3,4-difluorophenyl)pyridin-3-yl]oxy}-4-{[1-(hydroxy-acetyl)piperidin-4-yl]oxy}pyridine-2-carbonitrile